C12(CC1)CN1CC3(CC1C2)CC3 dihydro-1'H,3'H,5'H-dispiro[cyclopropane-1,2'-pyrrolizine-6',1''-cyclopropane]